3-(3-Hydroxy-2,6-dimethylphenyl)-6-(2-morpholinopyrimidin-5-yl)-3,7-dihydro-4H-pyrrolo[2,3-d]pyrimidin-4-one OC=1C(=C(C(=CC1)C)N1C=NC2=C(C1=O)C=C(N2)C=2C=NC(=NC2)N2CCOCC2)C